(R)-N-(2,4-dihydroxy-3,3-dimethyl-1-oxobutyl)-β-alanine monosodium Salt [Na+].O[C@@H](C(=O)NCCC(=O)[O-])C(CO)(C)C